C(C1=CC=CC=C1)N1/C(/SCC1)=N/C(=O)C1=CNC2=NC=CC=C21 (Z)-N-(3-benzylthiazolidin-2-ylidene)-1H-pyrrolo[2,3-b]pyridine-3-carboxamide